1-ethyl-3-(2,3,4,5,6-pentafluorophenoxy)azetidine C(C)N1CC(C1)OC1=C(C(=C(C(=C1F)F)F)F)F